2-((1s,3r)-1-(3-amino-4-(6-(1-methyl-1H-pyrazol-4-yl)pyrazolo[1,5-a]pyrazin-4-yl)-1H-pyrazol-1-yl)-3-methoxycyclobutyl)acetonitrile NC1=NN(C=C1C=1C=2N(C=C(N1)C=1C=NN(C1)C)N=CC2)C2(CC(C2)OC)CC#N